O=C1NC(CCC1N1C(N(C2=C1C=CC=C2CCCOCCC=O)C)=O)=O 3-[3-[1-(2,6-dioxopiperidin-3-yl)-3-methyl-2-oxo-1,3-benzodiazol-4-yl]propoxy]propan-al